(4-(2-(2-(azepan-1-ylmethyl)pyrrolidine-1-carbonyl)-7-(8-methylnaphthalen-1-yl)-5,6,7,8-tetrahydro-1,7-naphthyridin-4-yl)piperazin-1-yl)prop-2-en-1-one N1(CCCCCC1)CC1N(CCC1)C(=O)C1=NC=2CN(CCC2C(=C1)N1CCN(CC1)C(C=C)=O)C1=CC=CC2=CC=CC(=C12)C